C(C)S(=O)(=O)NC1CCOC12CCN(CC2)C(=O)O 4-(ethanesulfonylamino)-1-oxa-8-azaspiro[4.5]decane-8-carboxylic acid